FC1=C(C#N)C(=CC(=C1)CC(C)C)N1CCN(CCC1)CC=1N=NC=CC1 2-fluoro-4-isobutyl-6-[4-(pyridazin-3-ylmethyl)-1,4-diazepan-1-yl]benzonitrile